6-methoxypyrazine COC1=CN=CC=N1